C(C)(=O)OC1C=C1.[Na] sodium cycloprop-2-en-1-yl acetate